11-methyl-7-((6-methylpyridin-2-yl)oxy)-5,11-dihydro-4H-1,3,4,11-tetraazadibenzo[cd,h]azulene-5-d ethyl-(R)-5-(hydroxyl(phenyl)methyl)-4H-1,2,4-triazol-3-carboxylate C(C)OC(=O)C1=NN=C(N1)[C@@H](C1=CC=CC=C1)O.CN1C=CC=C2C(=CC3=C4C(C=NC4=C21)=NNC3[2H])OC3=NC(=CC=C3)C